tert-butyl 4-(2-hydroxy-3-(2-(trifluoromethyl)-10H-phenothiazin-10-yl)propyl)-piperazine-1-carboxylate OC(CN1CCN(CC1)C(=O)OC(C)(C)C)CN1C2=CC=CC=C2SC=2C=CC(=CC12)C(F)(F)F